2-Fluoro-5-(perfluorobutyl)aniline FC1=C(N)C=C(C=C1)C(C(C(C(F)(F)F)(F)F)(F)F)(F)F